(1S,2R,3S,5R)-3-(4-chlorobenzyl)-5-((E)-4-hydrazineylidene-1,4-dihydro-7H-pyrrolo[2,3-d]pyrimidin-7-yl)cyclopentane-1,2-diol ClC1=CC=C(C[C@@H]2[C@H]([C@H]([C@@H](C2)N2C=CC\3=C2NC=N/C3=N/N)O)O)C=C1